NC1=CC(=C(C=C1F)C=1C=CC(=NC1)OCC12CN(C(C1)C2)C(=O)OC(C)(C)C)Cl tert-butyl 4-(((5-(4-amino-2-chloro-5-fluorophenyl)pyridin-2-yl)oxy)methyl)-2-azabicyclo[2.1.1]hexane-2-carboxylate